OC=1C(=CC2=CC=CC=C2C1)B(O)O 3-HYDROXYNAPHTHALENE-2-BORONIC ACID